C(CCCCCCC)[NH3+] 1-OCTANAMINIUM